(R)-5-methyl-1-(4-(2-(4'-morpholino-2',3',4',5'-tetrahydro-[1,1'-biphenyl]-4-yl)propan-2-yl)phenyl)-1H-pyrazole-3-carboxamide CC1=CC(=NN1C1=CC=C(C=C1)C(C)(C)C1=CC=C(C=C1)C=1CC[C@H](CC1)N1CCOCC1)C(=O)N